C1(CC1)C(C(=O)N[C@H]1CN(C[C@H](C1)C)C1=C2C=CC=NC2=C(C=C1)C(F)(F)F)O 2-cyclopropyl-2-hydroxy-N-[(3R,5S)-5-methyl-1-(8-trifluoromethyl-quinolin-5-yl)-piperidin-3-yl]-acetamide